C(C1=CC=CC=C1)N1[C@@H](COC[C@H]1C)C (3R,5R)-4-benzyl-3,5-dimethylmorpholine